3-Phenoxybenzaldehyde-O-(1-methyl-1H-imidazole-5-carbonyl) oxime CN1C=NC=C1C(=O)ON=CC1=CC(=CC=C1)OC1=CC=CC=C1